5-Bromo-3-(4,4-difluoropiperidin-1-yl)pyridin-2-amine BrC=1C=C(C(=NC1)N)N1CCC(CC1)(F)F